CC1=C(C=2N(N=C1N1CC=3C=C(C=NC3CC1)NC1=C(C#N)C=CC=C1F)C=NN2)C 2-[[6-(7,8-dimethyl-[1,2,4]triazolo[4,3-b]pyridazin-6-yl)-7,8-dihydro-5H-1,6-naphthyridin-3-yl]amino]-3-fluoro-benzonitrile